O1C(=C(C=C1)C(=O)O)C(=O)O.C(CCCCCCCCC)(N)N decandiamine furandicarboxylate